tripropylamine, tetramethylammonium salt C[N+](C)(C)C.C(CC)N(CCC)CCC